NCC1=CC=C(OC2=CC=C(C(=O)O)C=C2)C=C1 4-(4-(aminomethyl)phenoxy)benzoic acid